N1=C2N(C=C1C=1C=C(C=CC1NC1=CC(=NC=C1)C(C)(C)O)S(=O)(=O)NC)CCC2 3-(6,7-dihydro-5H-pyrrolo[1,2-a]imidazol-2-yl)-4-((2-(2-hydroxypropan-2-yl)pyridin-4-yl)amino)-N-methylbenzenesulfonamide